FC(OC[C@H]1N(C[C@H](C1)OC1=CC=C(C=C1)C(F)(F)F)C1=C(C=C(C(=O)O)C=C1)F)F 4-((2S,4S)-2-((difluoromethoxy)methyl)-4-(4-(trifluoromethyl)phenoxy)pyrrolidin-1-yl)-3-fluorobenzoic acid